BrC1=C(C/N=C(/C(OC)OC)\C)C=C(C=C1)F (E)-N-(2-bromo-5-fluorobenzyl)-1,1-dimethoxypropan-2-imine